ClCCCCCCO[C@H]1CC[C@H]2[C@@H]3CCC=4CC5(OCCO5)CCC4C3=CC[C@]12C (8S,13S,14S,17S)-17-((6-chlorohexyl)oxy)-13-methyl-1,2,4,6,7,8,12,13,14,15,16,17-dodecahydrospiro[cyclopenta[a]phenanthrene-3,2'-[1,3]dioxolane]